C(C)(=O)N[C@H]1[C@@H](C=C(C[C@@H]1N)C(=O)O)OC(CC)CC (3R,4R,5S)-4-acetylamino-5-amino-3-(1-ethylpropoxy)-1-cyclohexene-1-carboxylic acid